N(=[N+]=[N-])CC(=O)N(CCCN1N=CC=C1C(=O)O)CCO[Si](C)(C)C(C)(C)C 2-[3-[(2-azidoacetyl)-[2-[tert-butyl(dimethyl)silyl]oxyethyl]amino]propyl]pyrazole-3-carboxylic acid